N1(CC(C1)N1CCC(CC1)N1N=C(C=2C1=NC=NC2N)C2=CC=C(C=C2)OC2=CC=C(C=C2)F)C2CNC2 1-(1-([1,3'-biazetidin]-3-yl)piperidin-4-yl)-3-(4-(4-fluorophenoxy)phenyl)-1H-pyrazolo[3,4-d]pyrimidin-4-amine